(7S)-7-tert-butyl-N-[(1R)-1-[3-(dimethylsulfamoylamino)phenyl]-3-(4-hydroxypiperidin-1-ium-1-yl)propyl]-5,6,7,8-tetrahydrothiazolo[5,4-b]quinoline-2-carboxamide C(C)(C)(C)[C@@H]1CC=2C=C3C(=NC2CC1)SC(=N3)C(=O)N[C@H](CC[NH+]3CCC(CC3)O)C3=CC(=CC=C3)NS(N(C)C)(=O)=O